lithium (1+) 6-(2-methoxyethyl)pyridine-2-carboxylate COCCC1=CC=CC(=N1)C(=O)[O-].[Li+]